C(CCC)OC=1C=C(C=CC1)CCC[C@H](C(=O)OC)O methyl (2R)-5-(3-butoxyphenyl)-2-hydroxyvalerate